CC(C(=O)OCC(C)(C1=CC(=CC=C1)C(F)(F)F)NC(NC1=C(C(=CC=C1)CNC(=O)N1CCOCC1)N)=S)(C)C 2-{[(2-amino-3-{[(morpholine-4-carbonyl)amino]methyl}phenyl)carbamothioyl]amino}-2-[3-(trifluoromethyl)phenyl]propyl 2,2-dimethylpropanoate